4,6-bis(4-hydroxy-3,5-di-t-butylanilino)-1,3,5-triazine OC1=C(C=C(NC2=NC=NC(=N2)NC2=CC(=C(C(=C2)C(C)(C)C)O)C(C)(C)C)C=C1C(C)(C)C)C(C)(C)C